Cl.C1(=CC=CC=C1)C1=NC2=C(C=CC(=C2C=C1)NC1CCNCC1)C(=O)N phenyl-5-(piperidin-4-ylamino)quinoline-8-carboxamide hydrochloride